9-octadecenoyl chloride C(CCCCCCCC=CCCCCCCCC)(=O)Cl